BrC1=C(OCCNC(OC(C)(C)C)=O)C=CC=C1 tert-butyl (2-(2-bromophenoxy)ethyl)carbamate